2-isopropyl-4-(methyl-d3)pyridin-3-amine C(C)(C)C1=NC=CC(=C1N)C([2H])([2H])[2H]